Cl.B(O[C@H](CC(C)C)NC(CN1N=C(C=C1C1=CC=CC=C1)C1=CC(=CC=C1)OCCCN1CCOCC1)=O)(O)O (R)-(3-Methyl-1-(2-(3-(3-(3-morpholinopropoxy)phenyl)-5-phenyl-1H-pyrazol-1-yl) acetamido) butyl) borate hydrochloride